C1(CCCCC1)C[C@H](C(=O)N1CC(C(CC1)(O)CN1C(C=C(C(=C1)C=1OC=CN1)C1=CC=CC=C1)=O)(C)C)C 1-((1-((R)-3-cyclohexyl-2-methylpropanoyl)-4-hydroxy-3,3-dimethylpiperidin-4-yl)methyl)-5-(oxazol-2-yl)-4-phenylpyridin-2(1H)-one